3-bromo-6-(3-((tetrahydro-2H-pyran-2-yl)oxy)prop-1-yn-1-yl)picolinonitrile BrC=1C(=NC(=CC1)C#CCOC1OCCCC1)C#N